(6-cyclopropyl-2-((2R,4S)-4-hydroxy-1-(2-((1S*,2S*)-2-(4-methylpyrimidin-2-yl)cyclopropyl)quinolin-7-yl)pyrrolidin-2-yl)imidazo[1,2-a]pyridin-8-yl)-3-methylimidazolidine-2,4-dione C1(CC1)C=1C=C(C=2N(C1)C=C(N2)[C@@H]2N(C[C@H](C2)O)C2=CC=C1C=CC(=NC1=C2)[C@@H]2[C@H](C2)C2=NC=CC(=N2)C)N2C(N(C(C2)=O)C)=O |o1:28,29|